C(OC(C(CCCC)CC)OOC(C)(C)C)([O-])=O tert-butylperoxy-(2-ethylhexyl) carbonate